C1CCCCCCCCC(=O)OCCCCOC1=O butylene 1,9-nonanedicarboxylate